{3-[4-(7H-pyrrolo[2,3-d]pyrimidin-4-yl)-1H-pyrazol-1-yl]-1-[1-(2,3,4-trifluorobenzoyl)piperidin-4-yl]azetidin-3-yl}acetonitrile N1=CN=C(C2=C1NC=C2)C=2C=NN(C2)C2(CN(C2)C2CCN(CC2)C(C2=C(C(=C(C=C2)F)F)F)=O)CC#N